N-(1,1-dimethylsilinan-4-yl)-6-fluoro-4-methoxy-1H-pyrrolo[2,3-b]pyridine-2-carboxamide C[Si]1(CCC(CC1)NC(=O)C1=CC=2C(=NC(=CC2OC)F)N1)C